C1CCC2=NC3=C(C(=C21)NC(=O)N=[S@](=O)(N)C2=C(N=C(S2)C(C)(C)O)CCO)CCC3 (R)-N'-((1,2,3,5,6,7-hexahydrodicyclopenta[b,e]pyridin-8-yl)carbamoyl)-4-(2-hydroxyethyl)-2-(2-hydroxypropan-2-yl)thiazole-5-sulfonimidamide